ClC1=CC(=NC=C1C)[C@@H](C)N[S@](=O)C(C)(C)C (R)-N-((R)-1-(4-chloro-5-methylpyridin-2-yl)ethyl)-2-methylpropane-2-sulfinamide